BrC1=CC=CC2=C1CCCCN2C2=NC=1N(C3=CC=CC(=C23)F)C(=NN1)C 5-(6-bromo-2,3,4,5-tetrahydro-1-benzazepin-1-yl)-6-fluoro-1-methyl-[1,2,4]triazolo[4,3-a]quinazoline